O=C1N(C(CN1C=1C=NC=C(C1)C(F)(F)F)=O)[C@@H]1CC[C@H](CC1)OC1=NC=NC2=CC(=CC=C12)C(=O)N(C)C 4-[(trans-4-{2,5-dioxo-3-[5-(trifluoromethyl)-3-pyridinyl]-1-imidazolidinyl}cyclohexyl)oxy]-N,N-dimethyl-7-quinazolinecarboxamide